C(=C)C1=CC=C(C=C1)C1=CC=NC=C1 4-(4-vinylphenyl)pyridine